(R)-2-isobutyl-1,2,3,4-tetrahydroquinoxaline C(C(C)C)[C@H]1NC2=CC=CC=C2NC1